methyl 1-benzyl-6-formyl-7-(naphthalen-1-ylmethyl)-5-oxo-8-(3-(trifluoromethyl)phenyl)-1,2,3,5-tetrahydroimidazo[1,2-a]pyridine-3-carboxylate C(C1=CC=CC=C1)N1CC(N2C1=C(C(=C(C2=O)C=O)CC2=CC=CC1=CC=CC=C21)C2=CC(=CC=C2)C(F)(F)F)C(=O)OC